COCOC1=C(C=C(C=O)C=C1C)C 4-methoxymethoxy-3,5-dimethyl-benzaldehyde